C1(CC1)C(=O)C1=C(C=CC=C1)NS(=O)(=O)N(C(=O)N)C1=NC(=CC(=N1)OC)OC N-[[[2-(cyclopropylcarbonyl)phenyl]amino]-sulfonyl]-N1-(4,6-dimethoxypyrimidin-2-yl)urea